COC1=C(C=CC=C1)C(C)N 1-(2-methoxyphenyl)ethylamine